CNC(=O)C1=NC2=CC=CC=C2C=N1 N-methyl-quinazoline-2-carboxamide